O1C(C(=C(C2=CC=CC=C12)C=O)C=O)C=O Chromentrial